[O-2].[O-2].[O-2].[O-2].[Al+3] aluminum tetraoxide